C(C1=CC=CC=C1)C1N(CCC(C1)=O)C(=O)OC(C)(C)C tert-butyl 2-benzyl-4-oxopiperidine-1-carboxylate